N1(CCNCC1)C1(NC=CC=N1)C(=O)N 2-(piperazin-1-yl)pyrimidineamide